CCCCCCCCCCCCCCCCCCCCCCCCCCCCCCCCCCCCCCCCCCCCCCCCCCCCCCCCC n-Heptapentacontane